CC[C@@H](C(=O)[O-])O The molecule is a hydroxy monocarboxylic acid anion that is the conjugate base of (S)-2-hydroxybutyric acid, obtained by decarboxylation of the carboxy group. It is a conjugate base of a (S)-2-hydroxybutyric acid.